4-(3-fluorophenyl)-N,N-dimethyl-1,2,3,4-tetrahydronaphthalen-2-amine FC=1C=C(C=CC1)C1CC(CC2=CC=CC=C12)N(C)C